ClC1=NC=CC(=N1)NC1=CC=C(C=C1)C=CC1=NC=CC=C1 2-chloro-4-(4-(2-(2-pyridyl)vinyl)anilino)pyrimidine